CC(C#C)(CCC=C(C)C)O 3,7-dimethyloct-6-en-1-yn-3-ol